5,9,13-pentadecatrien-2-one CC(CCC=CCCC=CCCC=CC)=O